FC1(CCC2=C1N=C(N=C2N2C[C@@H](CC2)OCC(=O)N2CCNCC2)N2[C@H](CC2)C)F 2-(((R)-1-(7,7-difluoro-2-((S)-2-methylazetidin-1-yl)-6,7-dihydro-5H-cyclopenta[d]pyrimidin-4-yl)pyrrolidin-3-yl)oxy)-1-(piperazin-1-yl)ethan-1-one